N-[4-(3-chlorophenoxy)-3-sulfamoylphenyl]-2-(pyridin-4-yl)acetamide ClC=1C=C(OC2=C(C=C(C=C2)NC(CC2=CC=NC=C2)=O)S(N)(=O)=O)C=CC1